2-(tert-butyl) 3-ethyl (1S,3S,5R)-5-((2-((methylsulfonyl)oxy)ethoxy)methyl)-2-azabicyclo[3.1.0]hexane-2,3-dicarboxylate CS(=O)(=O)OCCOC[C@@]12C[C@H](N([C@H]2C1)C(=O)OC(C)(C)C)C(=O)OCC